N-(2,3-dihydroxypropyl)-L-arginine OC(CN[C@@H](CCCNC(N)=N)C(=O)O)CO